C(C)N(CC)CCN(CCOC(OC(CCCCCCCCCC(=O)OCC(CCCCC)CCCCC)CCCCCC)=O)CCOC(CCCCCCCC)=O 2-pentylheptyl 3-ethyl-12-hexyl-6-(2-(nonanoyloxy) ethyl)-10-oxo-9,11-dioxa-3,6-diazaheneicosane-21-carboxylate